8-amino-6,7-dihydro-5H-isoquinoline-8-carboxamide NC1(CCCC=2C=CN=CC12)C(=O)N